ClC1=C2C=CC(=CC2=CC=C1OC)C1=CC=CC2=CC=CC=C12 5'-Chloro-6'-methoxy-1,2'-binaphthyl